but-3-yn-1-yl (4-nitrophenyl) carbonate C(OCCC#C)(OC1=CC=C(C=C1)[N+](=O)[O-])=O